CC1=NN2C(N=CC(=C2)B2OC(C(O2)(C)C)(C)C)=C1 2-Methyl-6-(4,4,5,5-tetramethyl-1,3,2-dioxaborolan-2-yl)pyrazolo(1,5-a)pyrimidine